BrC1=CC=CC(=N1)[C@@H](C)N(C(OC(C)(C)C)=O)C tert-butyl (R)-(1-(6-bromopyridin-2-yl)ethyl)(methyl)carbamate